1-(4-morpholinbenzylphenyl)butanone (S)-tert-butyl-4-(2-(4-(5-chloro-2-(4-(trifluoromethyl)-1H-1,2,3-triazol-1-yl)phenyl)-5-methoxy-2-oxopyridin-1(2H)-yl)butyramido)-2-fluorobenzoate C(C)(C)(C)OC(C1=C(C=C(C=C1)NC([C@H](CC)N1C(C=C(C(=C1)OC)C1=C(C=CC(=C1)Cl)N1N=NC(=C1)C(F)(F)F)=O)=O)F)=O.N1(CCOCC1)C1=CC=CC=C1CC1=CC=C(C=C1)CC(CC)=O